2-bromo-6,6-dimethyl-4-((2-(trimethylsilyl)ethoxy)methyl)-6,7-dihydropyrazolo[1,5-a]pyrimidin-5(4H)-one BrC1=NN2C(N(C(C(C2)(C)C)=O)COCC[Si](C)(C)C)=C1